(2R,4R)-4-Aminopyrrolidine-2-carboxylic acid N[C@@H]1C[C@@H](NC1)C(=O)O